O=C1N(N=CC2=CC(=CC=C12)S(=O)(=O)C1=CC=CC=C1)CC1=CC=C(O1)C(=O)N 5-((1-oxo-6-(phenylsulfonyl)phthalazin-2(1H)-yl)methyl)furan-2-carboxamide